[C@H]12CC(C[C@@H]2C1)\C=N\[S@](=O)C(C)(C)C (R)-N-((E)-((1R,3s,5S)-bicyclo[3.1.0]hexan-3-yl)methylene)-2-methylpropane-2-sulfinamide